10-aminodecan-1-one NCCCCCCCCCC=O